2,3-dihydrofuro[2,3-b]Quinoline O1CCC=2C1=NC1=CC=CC=C1C2